C1(=C(C(=CC=C1)S(=O)(=O)[O-])S(=O)(=O)[O-])C=CC1=CC=CC=C1.[Na+].[Na+].C1(=C(C(=CC=C1)S(=O)(=O)O)S(=O)(=O)O)C=CC1=CC=CC=C1.C1(=CC=CC=C1)N(C1=NN=NC(=C1N)N)C1=CC=CC=C1 diphenyl-triaminotriazine stilbenedisulfonate disodium stilbenedisulfonate